tert-butyl 7-oxo-5,7-dihydrospiro[cyclopenta[b]pyridine-6,4'-piperidine]-1'-carboxylate O=C1C2=NC=CC=C2CC12CCN(CC2)C(=O)OC(C)(C)C